Adenosine 5'-phosphosulfate O[C@H]1[C@H]([C@H](N2C=NC3=C(N=CN=C23)N)O[C@@H]1COP(O)(OS(=O)(O)=O)=O)O